(R)-6-Chloro-5-fluoro-1'-(1-((1S,2R)-2-hydroxy-1-phenylpropyl)-1H-pyrazole-4-carbonyl)spiro[benzo[d][1,3]oxazine-4,3'-piperidin]-2(1H)-one ClC1=C(C2=C(NC(O[C@@]23CN(CCC3)C(=O)C=3C=NN(C3)[C@H]([C@@H](C)O)C3=CC=CC=C3)=O)C=C1)F